5-(4-Fluorophenyl)-6-methyl-1-(1-methyl-1H-pyrazol-4-yl)-4-oxo-1,4-dihydropyridine-3-carboxylic acid FC1=CC=C(C=C1)C=1C(C(=CN(C1C)C=1C=NN(C1)C)C(=O)O)=O